perfluoro-2-butyne FC(C#CC(F)(F)F)(F)F